C(#N)C1=CC=CC2=C1SC=C2\C=C(/C(=O)OC)\C(=O)C2CC2 Methyl (Z)-3-(7-cyanobenzo[b]thiophen-3-yl)-2-(cyclopropanecarbonyl)acrylate